O1C(C=CC2=C1C=CC=C2)=O 1-benzopyrane-2-one